FC=1C=C2CC[C@@H](C2=C(C1)F)NC(CN1C(NC2=CC=CC=C2C1=O)=O)=O (S)-N-(5,7-difluoro-2,3-dihydro-1H-inden-1-yl)-2-(2,4-dioxo-1,4-dihydroquinazolin-3(2H)-yl)acetamide